NC1=NC2=CC(=C(C=C2C(=N1)C1N(CCCC1C(=O)NN)C=1C=NN(C1)C)F)F 2-amino-6,7-difluoroquinazolin-4-yl-1-(1-methyl-1H-pyrazol-4-yl)piperidine-3-carbohydrazide